4-{[(2-{[tert-butyl(dimethyl)silyl]oxy}ethyl)sulfanyl]methyl}-2-(2-methoxyphenyl)pyrimidine [Si](C)(C)(C(C)(C)C)OCCSCC1=NC(=NC=C1)C1=C(C=CC=C1)OC